2-(3,4,5-trimethoxyanilino)pyrrolo[2,3-d]pyrimidin COC=1C=C(NC2=NC=C3C(N2)=NC=C3)C=C(C1OC)OC